C(C)(C)[C@]12C=C[C@](C[C@H]1C(=O)OC)(CC2)C methyl (1S,4R,5R)-4-isopropyl-1-methyl-bicyclo[2.2.2]oct-2-ene-5-carboxylate